FC(C(=O)Cl)(F)F TriFluoroAcetylChloride